NC1(CC1)C(C(=O)N)=C (1-aminocyclopropyl)acrylamide